C1(=CC(=CC=C1)CNC(C1=CN=C(C=C1OC)Cl)=O)C1=CC=CC=C1 N-([1,1'-Biphenyl]-3-ylmethyl)-6-chloro-4-methoxynicotinamide